C1(CCCCC1)[C@H](C(=O)OC[C@H]1O[C@@]([C@@H]2OC(O[C@@H]21)(C)C)(C#N)C2=CC=C1C(=NC=NN12)N)C ((3aR,4R,6R,6aR)-6-(4-aminopyrrolo[2,1-f][1,2,4]triazin-7-yl)-6-cyano-2,2-dimethyltetrahydrofuro[3,4-d][1,3]dioxol-4-yl)methyl (R)-2-cyclohexylpropanoate